(1R,3S)-3-aminocycloheptanol N[C@@H]1C[C@@H](CCCC1)O